CN1N=CC(=C1)N1CCN(CC1)C1=CC=C(C=C1)NC(=O)C=1C(NC=CC1NC1=C(C2=C(OCCN2)N=C1)C)=O N-(4-(4-(1-methyl-1H-pyrazol-4-yl)piperazin-1-yl)phenyl)-4-((8-methyl-2,3-dihydro-1H-pyrido[2,3-b][1,4]oxazin-7-yl)amino)-2-oxo-1,2-dihydropyridine-3-carboxamide